N-((4-(3-cyclopropyl-1,2,4-oxadiazol-5-yl)bicyclo[2.2.2]octan-1-yl)methyl)-N-(3-ethoxyphenyl)tetrahydro-2H-pyran-4-carboxamide C1(CC1)C1=NOC(=N1)C12CCC(CC1)(CC2)CN(C(=O)C2CCOCC2)C2=CC(=CC=C2)OCC